C(C)(C)(C)OC(\C=C/1\C[C@@H](N(C1)C(=O)OC(C)(C)C)C(=O)OC)=O 1-(tert-Butyl) 2-methyl (R,Z)-4-(2-(tert-butoxy)-2-oxoethylidene)pyrrolidine-1,2-dicarboxylate